ClC=1C=C(C=CC1Cl)C=1N(C(=C(C(C1C(=O)O)=O)C1=CC=C(C=C1)[N+](=O)[O-])C)CC 2-(3,4-dichlorophenyl)-1-ethyl-6-methyl-5-(4-nitrophenyl)-4-oxo-pyridine-3-carboxylic acid